BrCC=1N=C(N(C1C(=O)OCC)C)C=1C=NC(=CC1)F Ethyl 4-(bromomethyl)-2-(6-fluoropyridin-3-yl)-1-methyl-1H-imidazole-5-carboxylate